butyl Stearate Calcium Stearate C(CCCCCCCCCCCCCCCCC)(=O)[O-].[Ca+2].C(CCCCCCCCCCCCCCCCC)(=O)OCCCC.C(CCCCCCCCCCCCCCCCC)(=O)[O-]